[Mn+2] The molecule is a divalent metal cation in which the metal is manganese. It has a role as a cofactor. It is a divalent metal cation, a manganese cation and a monoatomic dication.